C(C)(C)(C)OC(=O)O[C@@H]1[C@H]([C@H](N(C1)C(=O)OC(C)(C)C)CC1=CC=C(C=C1)C1=CC=C(C=C1)C(F)(F)F)OC(=O)OC1=CC=C(C=C1)[N+](=O)[O-] tert-butyl (2R,3S,4S)-4-[(tert-butoxycarbonyl)oxy]-3-[(4-nitrophenoxycarbonyl)oxy]-2-{[4'-(trifluoromethyl)-[1,1'-biphenyl]-4-yl]methyl}pyrrolidine-1-carboxylate